N-phthalimidodehydroalanine ethyl ester C(C)OC(C(NN1C(C=2C(C1=O)=CC=CC2)=O)=C)=O